C1(CC1)C(=O)N1CCC(CC1)CN1N=C2C3=C(CCC2=C1)OC(=C3C(F)(F)F)C(=O)NC[C@H]3OCCC3 2-{[1-(cyclopropanecarbonyl)piperidin-4-yl]methyl}-N-{[(2S)-oxolane-2-yl]methyl}-8-(trifluoromethyl)-4,5-dihydro-2H-furo[2,3-g]indazole-7-carboxamide